C(C)C1CCCCCCCCCCCC(O1)=O 14-ethyloxacyclotetradecan-2-one